C(C=C)(=O)N1CCN(CC1)C1(CCC(CC1)(F)F)C1=CC=C(C=C1)[C@H](C)NC1=NC=C2C=CC(N(C2=C1)C(C)C)=O 7-{[(1S)-1-{4-[1-(4-acryloylpiperazin-1-yl)-4,4-difluorocyclohexyl]phenyl}ethyl]amino}-1-(propan-2-yl)-1,6-naphthyridin-2(1H)-one